4,4'-Bis(chloromethyl)-1,1'-biphenyl ClCC1=CC=C(C=C1)C1=CC=C(C=C1)CCl